NC1=CC=C(OC2=C(C=C(C(=C2)C(=O)NCCC2=CC(=C(C=C2)O)O)OC2=CC=C(C=C2)N)C(=O)NCCC2=CC(=C(C=C2)O)O)C=C1 2,5-bis(4-aminophenoxy)-N1,N4-bis(3,4-dihydroxyphenethyl)-1,4-benzenedicarboxamide